1-(7-(6-fluoroindoline-1-carbonyl)-1-methylnaphthalen-2-yl)dihydropyrimidine FC1=CC=C2CCN(C2=C1)C(=O)C1=CC=C2C=CC(=C(C2=C1)C)N1CNCC=C1